CN([C@@H]1CN2C3=C(C=CC=C3C1(O)C)C=C2)C (5R)-5-(dimethylamino)-6-methyl-5,6-dihydro-4H-pyrrolo[3,2,1-ij]quinolin-6-ol